(5S,10R)-11-(3,4-dichlorobenzoyl)-N,10-dimethyl-5,6,9,10,11,12-hexahydro-4H-isoxazolo[3,4-c]pyrido[4',3':3,4]pyrazolo[1,5-a]azepine-5-carboxamide ClC=1C=C(C(=O)N2CC=3C(=NN4C3C=3C(C[C@@H](C4)C(=O)NC)=CON3)C[C@H]2C)C=CC1Cl